FC=1C=C2C(=CC(=NC2=CC1)C(F)(F)F)N[C@@H]1C[C@@H](CCC1)NC(C1=CC=C(C=C1)N1CCCC1)=O N-[(1R,3S)-3-{[6-fluoro-2-(trifluoromethyl)quinolin-4-yl]amino}cyclohexyl]-4-(pyrrolidin-1-yl)benzamide